O1N=C(C2=C1C=CC=C2)NS(=O)(=O)C2=CC(=CC=C2)CC N-(benzo[d]isoxazol-3-yl)-3-ethylbenzenesulfonamide